C1(CC1)N1C(=NN=C1)C1=CC=CC(=N1)NC(=O)C1=CC=NC2=CC=C(C=C12)C=1C=NN(C1)C(C)C N-(6-(4-cyclopropyl-4H-1,2,4-triazol-3-yl)pyridin-2-yl)-6-(1-isopropyl-1H-pyrazol-4-yl)quinoline-4-carboxamide